5-(4-chlorothieno[2,3-b]pyridin-2-yl)-1H-pyrimidine-2,4-dione hydrochloride Cl.ClC1=C2C(=NC=C1)SC(=C2)C=2C(NC(NC2)=O)=O